phenylacetamidopenicillanic acid 2-diethylaminoethyl ester hydrochloride Cl.C(C)N(CCOC([C@H]1C(S[C@H]2N1C(C2)=O)(CNC(CC2=CC=CC=C2)=O)C)=O)CC